COC1=C(C=CC=C1[N+](=O)[O-])C1=NNC=N1 3-(2-Methoxy-3-nitrophenyl)-1H-1,2,4-triazole